(3-methyl-5,6-dihydro-4H-pyrrolo[1,2-b]pyrazol-2-yl)carbamic acid benzyl ester C(C1=CC=CC=C1)OC(NC=1C(=C2N(N1)CCC2)C)=O